C(C)OC(=O)[C@@H]1OC(=C([C@H]1C1=C(C(=C(C=C1)F)F)OC)C)C(F)(F)F |o1:5,9| rel-(2R,3S)-3-(3,4-difluoro-2-methoxyphenyl)-4-methyl-5-(trifluoromethyl)-2,3-dihydrofuran-2-carboxylic acid ethyl ester